(S)-5-((4-(4-cyano-2-(4-methyl-4H-1,2,4-triazol-3-yl)phenyl)-6-cyclopropylpyridin-2-yl)amino)-2-((3-methylpiperidin-1-yl)methyl)quinoline-4-carboxylic acid C(#N)C1=CC(=C(C=C1)C1=CC(=NC(=C1)C1CC1)NC1=C2C(=CC(=NC2=CC=C1)CN1C[C@H](CCC1)C)C(=O)O)C1=NN=CN1C